1-phenylethyl-1,5-dimethyl-1-vinyl-4-hexenylacetate C1(=CC=CC=C1)C(C)OC(CC(CCC=C(C)C)(C=C)C)=O